C(=C)CCCCCCCCCCCC[SiH](C)C vinyldodecyl-Dimethylsilane